5-(4-bromophenyl)-5-methylmorpholin-3-one BrC1=CC=C(C=C1)C1(COCC(N1)=O)C